CN(C(COC1=NC=C(C=N1)C1=NC=CC=C1)=O)C N,N-dimethyl-2-((5-(pyridin-2-yl)pyrimidin-2-yl)oxy)acetamide